BrC1=CC(=C(C(=C1)OC)C=C1CCN(CC1)C(=O)OC(C)(C)C)F tert-butyl 4-[(4-bromo-2-fluoro-6-methoxy-phenyl)methylene]piperidine-1-carboxylate